tert-butyl 6-bromo-hexanoate BrCCCCCC(=O)OC(C)(C)C